C(C)OP(O)CCCCCC.C=C(C=O)C=CCCC 2-methyleneheptenal ethylhexylphosphonite